O=C1NC(CCC1N1C(C2=CC=CC(=C2C1)C#CC1CCN(CC1)C(=O)OC(C)(C)C)=O)=O tert-butyl 4-[2-[2-(2,6-dioxo-3-piperidyl)-1-oxo-isoindolin-4-yl]ethynyl]piperidine-1-carboxylate